(3-(difluoromethyl)tetrahydrofuran-3-yl)-6-fluoropyridine FC(C1(COCC1)C1=NC(=CC=C1)F)F